Cl.COC=1C=C2C(=CC=NC2=CC1OC)OC1=CC(=C(C=C1)NC(=O)NC1=NN(C=2CCC(CC12)(C)C)C)F 4-[(6,7-Dimethoxyquinolin-4-yl)oxy]-2-fluorophenyl-N'-(1,5,5-trimethyl-4,5,6,7-tetrahydro-1H-indazole-3-yl)urea hydrochloride